ClC1=NC(=NC(=N1)N)NCC1=C(C(=CC=C1)F)Cl 6-chloro-N4-[(2-chloro-3-fluoro-phenyl)methyl]-1,3,5-triazine-2,4-diamine